6-(bis(4-methoxybenzyl)amino)-4-bromo-2-chloronicotinaldehyde COC1=CC=C(CN(C2=NC(=C(C=O)C(=C2)Br)Cl)CC2=CC=C(C=C2)OC)C=C1